C(C)OC1=C(C(=C(C(=C1F)F)F)F)S(=O)(=O)NC1=CC(=C(C=C1)OC)F 2-ethoxy-3,4,5,6-tetrafluoro-N-(3-fluoro-4-methoxyphenyl)benzenesulfonamide